CC1(OC2=C(C1)C=C(C=C2)S(=O)(=O)Cl)C 2,2-dimethyl-2,3-dihydrobenzofuran-5-sulfonyl chloride